5-chloro-1'-(2-{4-[(cis)-3-hydroxy-1-methanesulfonylcyclobutyl]phenoxy}ethyl)-1,2-dihydrospiro[indole-3,4'-piperidin]-2-one ClC=1C=C2C(=CC1)NC(C21CCN(CC1)CCOC1=CC=C(C=C1)C1(CC(C1)O)S(=O)(=O)C)=O